(6R,8aS)-6-[8-amino-1-(4-{(1S)-1-hydroxy-1-[3-(trifluoromethyl)phenyl]ethyl}-2-methoxyphenyl)imidazo[1,5-a]pyrazin-3-yl]-2,2-dimethylhexahydroindolizin-3(2H)-one NC=1C=2N(C=CN1)C(=NC2C2=C(C=C(C=C2)[C@](C)(C2=CC(=CC=C2)C(F)(F)F)O)OC)[C@H]2CN1C(C(C[C@@H]1CC2)(C)C)=O